FC=1C(=C(C=CC1F)C(=O)N1CC(C1)(O)CN[C@H]1C(CCCC1)O)NC1=C(C=C(C=C1)I)F 1-({3,4-difluoro-2-[(2-fluoro-4-iodophenyl)amino]Phenyl}carbonyl)-3-({[(1R)-2-hydroxycyclohexyl]Amino}methyl)azetidin-3-ol